FC(C1=CC=C(C=O)C=C1)(F)F 4-trifluoromethyl-benzaldehyde